NC=1C=2N(C=CN1)C(=NC2C2=CC=C(C(=O)NC1=NC=CC(=C1)C(F)(F)F)C=C2)C2N(CCC2)C(\C=C\COC)=O (E)-4-(8-amino-3-(1-(4-methoxybut-2-enoyl)pyrrolidin-2-yl)imidazo[1,5-a]pyrazin-1-yl)-N-(4-(trifluoromethyl)pyridin-2-yl)benzamide